3-(3-(4-(tert-butyl)phenyl)-1-hydroxy-2-methylpropyl)quinoxalin-2(1H)-one C(C)(C)(C)C1=CC=C(C=C1)CC(C(O)C=1C(NC2=CC=CC=C2N1)=O)C